{[4-bromo-3-(trifluoromethyl)phenyl]methoxy}(tert-butyl)bis(methyl)silane BrC1=C(C=C(C=C1)CO[Si](C)(C)C(C)(C)C)C(F)(F)F